1,3-di-p-toluylcarbodiimide C1(=CC=C(C=C1)N=C=NC1=CC=C(C=C1)C)C